O1C[C@H](CC1)CN (R)-(tetrahydrofuran-3-yl)methanamine